O=C1C(=CNC(=C1)C(F)(F)F)[C@H]1CN2[C@H](CO1)CN(CC2)C(=O)C=2C(=C(C=C(C2)F)C=2C=C(NC2)C#N)Cl 4-[3-[(3S,9aS)-3-[4-oxo-6-(trifluoromethyl)-1H-pyridin-3-yl]-3,4,6,7,9,9a-hexahydro-1H-pyrazino[2,1-c][1,4]oxazine-8-carbonyl]-2-chloro-5-fluoro-phenyl]-1H-pyrrole-2-carbonitrile